[Na+].[Na+].[Na+].[Na+].NC1=C(C=C(C2=CC=CC(=C12)O)S(=O)(=O)[O-])S(=O)(=O)[O-].NC1=C(C=C(C2=CC=CC(=C12)O)S(=O)(=O)[O-])S(=O)(=O)[O-] bis(4-amino-5-hydroxy-1,3-naphthalenedisulfonic acid) tetrasodium salt